5-[(3S,5S)-4-(tert-butoxycarbonyl)-3,5-dimethylpiperazin-1-yl]-2-(2-methoxyethoxy)quinoline-8-carboxylic acid C(C)(C)(C)OC(=O)N1[C@H](CN(C[C@@H]1C)C1=C2C=CC(=NC2=C(C=C1)C(=O)O)OCCOC)C